NC(CO)(CO)CO.CC(C(=O)O)C 2-methylpropionic acid tromethamine salt